N-((3aR,4R,7S,7aR)-4-(((l-1-azidoundecyl)oxy)methyl)-2,2-dimethyltetrahydro-4H-[1,3]dioxolo[4,5-c]pyran-7-yl)-6-chloro-2-(trifluoromethyl)pyrimidin-4-amine N(=[N+]=[N-])C(CCCCCCCCCC)OC[C@H]1OC[C@@H]([C@@H]2[C@H]1OC(O2)(C)C)NC2=NC(=NC(=C2)Cl)C(F)(F)F